tert-butyl 4-(3,4-difluorophenyl)-4-hydroxy-2-oxopiperidine-1-carboxylate FC=1C=C(C=CC1F)C1(CC(N(CC1)C(=O)OC(C)(C)C)=O)O